C1(CC1)S(=O)(=O)N[C@@H]1[C@@H](N(CC1(F)F)C(=O)OC(C)(C)C)CC=1C(=C(C=CC1)C1=CC=CC=C1)F tert-butyl (2S,3R)-3-[(cyclopropanesulfonyl)amino]-4,4-difluoro-2-[(2-fluoro[1,1'-biphenyl]-3-yl)methyl]pyrrolidine-1-carboxylate